C(CCCCCCC\C=C/C[C@H](O)CCCCCC)(=O)O.C(CCCCCCC\C=C/C[C@H](O)CCCCCC)(=O)O.C(CCCCCCC\C=C/C[C@H](O)CCCCCC)(=O)O.OC[C@H](O)[C@@H](O)[C@H](O)[C@H](O)CO sorbitol triricinoleate